BrC1=CC=2C(=NC=C(C2)Cl)N1C bromo-5-chloro-1-methyl-1H-pyrrolo[2,3-b]pyridine